Zirconium-Nickel [Ni].[Zr]